C(C)(=O)O[C@H]1[C@@H](O[C@@H]([C@H]([C@@H]1OC(C)=O)OC(C)=O)C(=O)OC)OC1=C(C=C(C=C1)C(CC#C)O)[N+](=O)[O-] (2S,3R,4S,5S,6S)-2-(4-(1-hydroxybut-3-yn-1-yl)-2-nitrophenoxy)-6-(methoxycarbonyl)tetrahydro-2H-pyran-3,4,5-triyl triacetate